2-methyl-6-[4-(2,2,2-trifluoroethoxy)phenyl]-7-(trifluoromethyl)-1-(2-trimethylsilylethoxymethyl)imidazo[1,2-a]Pyrimidin-5-one CC=1N(C=2N(C(C(=C(N2)C(F)(F)F)C2=CC=C(C=C2)OCC(F)(F)F)=O)C1)COCC[Si](C)(C)C